benzo[C][1,2,5]thiadiazole-4,7-dicarboxaldehyde N=1SN=C2C1C(=CC=C2C=O)C=O